[N+](=O)([O-])C1=CC=C(OC2=CC=C(C(=O)OC)C=C2)C=C1 methyl 4-(4-nitrophenoxy)benzoate